C(=O)C=1C[C@H](NC1)C(=O)OC (S)-Methyl 4-formyl-2,3-dihydro-1H-pyrrole-2-carboxylate